N-(1-(5-(2-((dimethylamino)methyl)phenyl)thiophen-2-yl)ethyl)-4-ethyl-6,7-dimethoxyphthalazin-1-amine CN(C)CC1=C(C=CC=C1)C1=CC=C(S1)C(C)NC1=NN=C(C2=CC(=C(C=C12)OC)OC)CC